tert-butyl 4-(2-fluoro-6-(trifluoromethyl)phenyl)-5,6-dihydropyridine-1(2H)-carboxylate FC1=C(C(=CC=C1)C(F)(F)F)C1=CCN(CC1)C(=O)OC(C)(C)C